6-[3-(5-chloropyridin-3-yl)-1,2,4-oxadiazol-5-yl]-2-[(5-fluoropyridin-3-yl)methyl]pyridazin-3-one ClC=1C=C(C=NC1)C1=NOC(=N1)C=1C=CC(N(N1)CC=1C=NC=C(C1)F)=O